FC(C=1C=C(C(=O)NC2=NC=C(C=C2C(=O)N[C@H](C(C(=O)NC)=O)C[C@H]2C(N[C@@H](C2)C)=O)C#N)C=C(C1)C(F)(F)F)(F)F 2-[[3,5-bis(trifluoromethyl)benzoyl]amino]-5-cyano-N-[(1S)-3-(methylamino)-1-[[(3S,5R)-5-methyl-2-oxo-pyrrolidin-3-yl]methyl]-2,3-dioxo-propyl]pyridine-3-carboxamide